CN1CCN(CC1)C=1C=CC(=NC1)NC=1C=CC(=C2CNC(C12)=O)C=1C=NN2C1C=CC(=C2)C 7-[[5-(4-methylpiperazin-1-yl)-2-pyridyl]amino]-4-(6-methylpyrazolo-[1,5-a]pyridin-3-yl)isoindolin-1-one